2-(3-(difluoromethyl)-1H-indazol-1-yl)pyrimidine-5-carboxylic acid FC(C1=NN(C2=CC=CC=C12)C1=NC=C(C=N1)C(=O)O)F